6-Chloro-3-[(1R)-1-[2-[2-(hydroxymethyl)cyclopropyl]-3,6-dimethyl-4-oxo-chromen-8-yl]ethoxy]pyridine-2-sulfonamide ClC1=CC=C(C(=N1)S(=O)(=O)N)O[C@H](C)C=1C=C(C=C2C(C(=C(OC12)C1C(C1)CO)C)=O)C